ClC=1C=2C(C3=NC=CC(=C3OC2C=CC1)C1=CC=C(C=C1)N1C[C@@H](N(CC1)C(=O)OC(C)(C)C)C)=O (S)-tert-butyl 4-(4-(9-chloro-10-oxo-10H-chromeno[3,2-b]pyridin-4-yl)phenyl)-2-methylpiperazine-1-carboxylate